ClC1=C(C=C(C(=O)N2CC=3C(=NN4C3C(N(CC4CNC(C)=O)C(C)C4=CC=C(C=C4)OC(F)F)=O)C[C@H]2C)C=C1)C#N N-(((3R)-2-(4-chloro-3-cyanobenzoyl)-9-(1-(4-(difluoromethoxy)phenyl)ethyl)-3-methyl-10-oxo-1,2,3,4,7,8,9,10-octahydropyrido[4',3':3,4]pyrazolo[1,5-a]pyrazin-7-yl)methyl)acetamide